ClC1=CC=CNN1C1CC(N(C(C1)(C)C)C)(C)C 6-chloro-N-(1,2,2,6,6-pentamethylpiperidin-4-yl)pyridazin